C(C)N(CC)C=1C=C(NS(=O)(=O)C)C=CC1 3-(N,N-diethyl)amino-N-methylsulfonyl-aniline